uranium bisnitrate [N+](=O)([O-])[O-].[N+](=O)([O-])[O-].[U+2]